FC1=C(C=C(C=C1)S(=O)(=O)C)C1=NN2C(O[C@@H](CC2)C)=C1C(=O)N[C@@H]1C(NC2=C(C(=N1)C1=CC=CC=C1)C=CC=C2F)=O (5R)-2-(2-fluoro-5-methylsulfonylphenyl)-N-[(3S)-9-fluoro-2-oxo-5-phenyl-1,3-dihydro-1,4-benzodiazepine-3-yl]-5-methyl-6,7-dihydro-5H-pyrazolo[5,1-b][1,3]Oxazine-3-carboxamide